C1(=CC=CC=C1)C1=C(C=CC=C1)P(C(C1=C(C=C(C=C1C)C)C)=O)(C(C1=C(C=C(C=C1C)C)C)=O)=O phenyl-bis(2,4,6-trimethylbenzoyl)phenyl-phosphine oxide